C(CCC)OC(=O)NS(=O)(=O)C=1SC(=CC1C1=CC=C(C=C1)CN1C=NC=C1)CC(C)C N-butoxycarbonyl-3-(4-imidazol-1-ylmethylphenyl)-5-isobutylthiophene-2-sulfonamide